2-benzyl-2-dimethylamino-4'-morpholinobutyrophenone C(C1=CC=CC=C1)C(C(=O)C1=CC=C(C=C1)N1CCOCC1)(CC)N(C)C